N-(2,6-dibromo-4-(1,1,1,2,3,3,3-heptafluoropropan-2-yl)phenyl)-4-fluoro-3-nitrobenzamide BrC1=C(C(=CC(=C1)C(C(F)(F)F)(C(F)(F)F)F)Br)NC(C1=CC(=C(C=C1)F)[N+](=O)[O-])=O